C(C)N(C(OC(C)C(C)OC(N(CC)CC)=O)=O)CC butane-2,3-diyl bis(diethylcarbamate)